C(#N)C1=C(C=CC(=C1)C1=NN(C=N1)C1=CC=C(C=C1)OC(F)(F)F)NC(=O)\N=C\1/SCC(N1C1=C(C=CC(=C1)C)CCC)=O (Z)-1-(2-cyano-4-(1-(4-(trifluoromethoxy)phenyl)-1H-1,2,4-triazol-3-yl)phenyl)-3-(3-(5-methyl-2-propylphenyl)-4-oxothiazolidin-2-ylidene)urea